ClC1=CC=C(C=C1)C=1C(=NN2C1N=C(NC2=O)S(=O)(=O)C)C2OCCCC2 8-(4-chlorophenyl)-2-methanesulfonyl-7-(oxan-2-yl)-3H-pyrazolo[1,5-a][1,3,5]triazin-4-one